RAC-(3R)-3-(4-{4-FLUORO-4-[2-(6-{1-[6-(2-HYDROXYPHENYL)PYRIDAZIN-4-YL]-4-PHENYLPIPERIDINE-4-CARBONYL}-2,6-DIAZASPIRO[3.3]HEPTAN-2-YL)ETHYL]PIPERIDIN-1-YL}PHENYL)PIPERIDINE-2,6-DIONE FC1(CCN(CC1)C1=CC=C(C=C1)[C@@H]1C(NC(CC1)=O)=O)CCN1CC2(C1)CN(C2)C(=O)C2(CCN(CC2)C2=CN=NC(=C2)C2=C(C=CC=C2)O)C2=CC=CC=C2 |r|